OCCCNC(=O)C1=NNC2=CC=CC=C12 N-(3-hydroxypropyl)-1H-indazole-3-carboxamide